3-methyl-6-nitro-1H-quinoxalin-2-one CC=1C(NC2=CC=C(C=C2N1)[N+](=O)[O-])=O